ClC=1C=C(C=CC1)C1=NOC(=C1)NC(=O)C1CC(C1)NC#N (1r,3r)-N-[3-(3-chlorophenyl)-1,2-oxazol-5-yl]-3-(cyanoamino)cyclobutane-1-carboxamide